4,4,5,5-Tetramethyl-2-(3-(propoxy-d7)phenyl)-1,3,2-dioxaborolane CC1(OB(OC1(C)C)C1=CC(=CC=C1)OC(C(C([2H])([2H])[2H])([2H])[2H])([2H])[2H])C